(4-fluoro-2-hydroxyphenyl)boric acid FC1=CC(=C(C=C1)OB(O)O)O